N,N-diethylaminoethyl-methanesulfonamide C(C)NN(S(=O)(=O)CCC)NCC